1-(1,3-oxazol-5-yl)methanamine hydrochloride salt Cl.O1C=NC=C1CN